(3aR,5R,6aS)-5-(2-fluorophenoxy)-2-((R)-2-hydroxy-2-(5-hydroxypyridin-2-yl)ethyl)hexahydrocyclopenta[c]pyrrol-3a(1H)-ol FC1=C(O[C@H]2C[C@]3([C@H](CN(C3)C[C@H](C3=NC=C(C=C3)O)O)C2)O)C=CC=C1